N-(2-(3-(4-amino-3-chlorobenzamido)-2-oxopyridin-1(2H)-yl)propanamido)-N-(2-(2,3,5,6-tetrafluorophenoxy)acetyl)glycine NC1=C(C=C(C(=O)NC=2C(N(C=CC2)C(C(=O)NN(CC(=O)O)C(COC2=C(C(=CC(=C2F)F)F)F)=O)C)=O)C=C1)Cl